iridium-zinc [Zn].[Ir]